CN(C(OC(C)(C)C)=O)CC1=NC=C(C(=C1)C)B1OC(C(O1)(C)C)(C)C tert-Butyl methyl((4-methyl-5-(4,4,5,5-tetramethyl-1,3,2-dioxaborolan-2-yl)pyridin-2-yl)methyl)carbamate